ClC=1N=C2C(=C(C(N(C2=CC1)C)=O)C#N)N(C)[C@@H]1CC[C@H](CC1)N(C1=CC(=C(C=C1)F)OC)CC1CC1 trans-6-chloro-4-((4-((cyclopropylmethyl)(4-fluoro-3-methoxyphenyl)amino)cyclohexyl)(methyl)amino)-1-methyl-2-oxo-1,2-dihydro-1,5-naphthyridine-3-carbonitrile